N-(2-chloro-6-methylphenyl)-2-methyl-4H-pyrrolo[2,3-d]thiazole-5-carboxamide ClC1=C(C(=CC=C1)C)NC(=O)C1=CC2=C(N=C(S2)C)N1